1-(3-bromo-4-methoxyphenyl)-N-(3-(1,1-difluoroethyl)phenyl)-3-methyl-5-oxo-4,5-dihydro-1H-pyrazole-4-carboxamide BrC=1C=C(C=CC1OC)N1N=C(C(C1=O)C(=O)NC1=CC(=CC=C1)C(C)(F)F)C